N-(21-chloro-3,6,9,12,15-pentaoxahenicos-1-yl)propanamide ClCCCCCCOCCOCCOCCOCCOCCNC(CC)=O